N-(6-((5-acryloyl-5,6-dihydropyrrolo[3,4-c]pyrazol-1(4H)-yl)methyl)-4-methoxybenzo[d]isoxazol-3-yl)-1-cyclohexylmethanesulfonamide C(C=C)(=O)N1CC=2N(N=CC2C1)CC1=CC2=C(C(=NO2)NS(=O)(=O)CC2CCCCC2)C(=C1)OC